FC1(CCNCC1)COC1=NC(=NC=C1)NC=1C(=NN(C1)C(C#N)(C)C)C 2-(4-((4-((4-fluoropiperidin-4-yl)methoxy)pyrimidin-2-yl)amino)-3-methyl-1H-pyrazol-1-yl)-2-methylpropanenitrile